C(C1=CC=CC=C1)N1CC2=C(N=C(N=C2)Cl)C(C1)C 6-benzyl-2-chloro-8-methyl-5,6,7,8-tetrahydropyrido[4,3-d]Pyrimidine